FC(C1(NN=CC=C1)C1=CC=C(C=C1)CC(CCCCCCCCC(CC1=CC=C(C=C1)C1(NN=CC=C1)C(F)(F)F)=O)=O)(F)F 1,12-bis(4-(3-(trifluoromethyl)-3H-diazine-3-yl)phenyl)dodecane-2,11-dione